1-(5-(((S)-4-(((R)-3,3-difluorocyclopentyl)methyl)-3-methylpiperazin-1-yl)methyl)pyrazolo[1,5-a]pyridin-3-yl)dihydropyrimidine-2,4(1H,3H)-dione FC1(C[C@@H](CC1)CN1[C@H](CN(CC1)CC1=CC=2N(C=C1)N=CC2N2C(NC(CC2)=O)=O)C)F